CN1C2=C(OCC(C1=O)NC(=O)C=1SC(=CN1)C1(CC1)C1=CC=CC=C1)C=CC=N2 N-(5-methyl-4-oxo-2,3,4,5-tetrahydropyrido[3,2-b][1,4]oxazepin-3-yl)-5-(1-phenylcyclopropyl)thiazole-2-carboxamide